ClC1=NC=CC2=CC(=NC=C12)OC 1-chloro-6-methoxy-2,7-naphthyridine